N-(6-tert-butyl-1H-pyrazolo[3,4-b]pyridin-3-yl)benzenesulfonamide C(C)(C)(C)C1=CC=C2C(=N1)NN=C2NS(=O)(=O)C2=CC=CC=C2